[Br-].C(CCCCCCCCCCCCCCCCC)(=O)[N+](C)(C)C(CCCCCCCCCCCCCCCCC)=O N,N-distearoyl-N,N-dimethylammonium bromide